(4-chlorobenzyl)-1-(2-chloro-4-(pyridin-4-yl)phenyl)pyrrolidin-2-one ClC1=CC=C(CC2C(N(CC2)C2=C(C=C(C=C2)C2=CC=NC=C2)Cl)=O)C=C1